3-(8,9,10,11-tetrahydro-3H-pyrrolo[3,2-a]phenanthridin-7-yl)phenol C1=CNC=2C1=C1C=3CCCCC3C(=NC1=CC2)C=2C=C(C=CC2)O